C(CC)N1CC=CC2=CC=CC=C12 1-propylquinolin